1-(4-(7-(6-amino-4-methyl-3-(trifluoromethyl)pyridin-2-yl)-6,8-difluoro-2-((4-fluoro-1-methylpyrrolidin-2-yl)methoxy)quinazolin-4-yl)-3-methylpiperazin-1-yl)prop-2-en-1-one NC1=CC(=C(C(=N1)C1=C(C=C2C(=NC(=NC2=C1F)OCC1N(CC(C1)F)C)N1C(CN(CC1)C(C=C)=O)C)F)C(F)(F)F)C